[Pd](Cl)Cl.C(C)(C)(C)P(C1=CC=C(C=C1)N(C)C)C(C)(C)C.C(C)(C)(C)P(C1=CC=C(C=C1)N(C)C)C(C)(C)C Bis[di-tert-butyl-(4-dimethylaminophenyl)phosphine] palladium (II) dichloride